n-tridecyl phosphonate P(OCCCCCCCCCCCCC)([O-])=O